1-(4-chlorophenyl)-2-cyclohexyl-1-ethanone ClC1=CC=C(C=C1)C(CC1CCCCC1)=O